N[C@@H](CC1=CC=C(C(=O)N)C=C1)CNC(\C=C\C1=CC(=CC=C1)C(F)(F)F)=O (S,E)-4-(2-amino-3-(3-(3-(trifluoromethyl)phenyl)acrylamido)propyl)benzamide